C(C1=CC=CC=C1)NC(CN1C(N(C(C1=O)=O)CC1=CC=CC=C1)=O)=O N-benzyl-2-(3-benzyl-2,4,5-trioxoimidazolidin-1-yl)acetamide